(7R,14R)-11-(2-(2-aminopropan-2-yl)pyrimidin-5-yl)-6-(methyl-d3)-1-(prop-1-yn-1-yl)-6,7-dihydro-7,14-methanobenzo[f]benzo[4,5]imidazo[1,2-a][1,4]diazocin-5(14H)-one NC(C)(C)C1=NC=C(C=N1)C1=CC2=C(N=C3N2[C@H]2C4=C(C(N([C@@H]3C2)C([2H])([2H])[2H])=O)C=CC=C4C#CC)C=C1